1-(difluoromethyl)-3-(4'-fluoro-4-(1-(methylsulfonyl)pyrrolidin-3-yl)-[1,1'-biphenyl]-3-yl)-1H-pyrazole FC(N1N=C(C=C1)C=1C=C(C=CC1C1CN(CC1)S(=O)(=O)C)C1=CC=C(C=C1)F)F